2-((1s,4s)-4-((2-isopropylphenyl)amino)cyclohexyl)propan-2-ol C(C)(C)C1=C(C=CC=C1)NC1CCC(CC1)C(C)(C)O